C(C)(C)(C)OC(=O)N1N=C(C(=C1C)CC1=CC=CC=C1)C 4-benzyl-3,5-dimethyl-1H-pyrazole-1-carboxylic acid tert-butyl ester